BrC1=NO[C@H](C1)C1CCN(CC1)C(C(=O)O)C1=CC=C(C=C1)C(F)(F)F 2-[4-[(5R)-3-bromo-4,5-dihydroisoxazol-5-yl]-1-piperidyl]-2-[4-(trifluoromethyl)phenyl]acetic acid